FC(OC1=CC2=C(NC3=CC=CC=C23)C(=N1)C)(C)F 1,1-difluoroethoxyl-1-methyl-9H-pyrido[3,4-b]indole